4-(4-(((2-Ethoxy-2-oxoethyl)amino)methyl)benzyl)piperazine-1-carboxylic acid tert-butyl ester C(C)(C)(C)OC(=O)N1CCN(CC1)CC1=CC=C(C=C1)CNCC(=O)OCC